NC=1C=C(C=2N3CCC[C@H]3CCCCCC(C3=NN=C(C1N2)O3)(O)CO)C(F)(F)F (12R)-20-amino-6-(hydroxymethyl)-18-(trifluoromethyl)-22-oxa-3,4,16,21-tetraazatetracyclo[15.3.1.12,5.012,16]docosa-1(20),2,4,17(21),18-pentaen-6-ol